Butyl 2-[6-(2-pyridin-3-ylethyl)quinazolin-4-yl]-2,7-diazaspiro[3.5]nonane-7-carboxylate N1=CC(=CC=C1)CCC=1C=C2C(=NC=NC2=CC1)N1CC2(C1)CCN(CC2)C(=O)OCCCC